7-[6-(1-hydroxypropyl)-4-methylpyridin-3-yl]-2,6-naphthyridin OC(CC)C1=CC(=C(C=N1)C1=NC=C2C=CN=CC2=C1)C